N-(3-chloro-4-fluorophenyl)-4-(5-(3-(N,N-dimethylsulfamoyl)-1-methyl-1H-pyrazol-5-yl)-5-hydroxyoctahydropentalen-2-yl)-1-methyl-1H-imidazole-5-carboxamide ClC=1C=C(C=CC1F)NC(=O)C1=C(N=CN1C)C1CC2CC(CC2C1)(O)C1=CC(=NN1C)S(N(C)C)(=O)=O